C(C)(C)(C)OC(COCC1CCC(CC1)COC(NC1=CC=CC=C1)=O)=O.NC1=C(N=CC(=N1)N1CCN(CC1)C(=O)NC1=CC=C(C=C1)OC)SC1=C(C(=CC=C1)Cl)Cl 4-(6-amino-5-((2,3-dichlorophenyl)thio)pyrazin-2-yl)-N-(4-methoxyphenyl)piperazine-1-carboxamide tert-Butyl-2-(((1s,4s)-4-((Phenylcarbamoyloxy)methyl)cyclohexyl)methoxy)acetate